N[C@H](C(=O)OC)CC1=C(NC2=CC=CC=C12)SC1=CC(=CC=C1)[N+](=O)[O-] Methyl (S)-2-amino-3-(2-((3-nitrophenyl)thio)-1H-indol-3-yl)propanoate